OCCOCCOCCOCCOCCOCCOCCOCCOCCO 2-[2-[2-[2-[2-[2-[2-[2-(2-hydroxyethoxy)ethoxy]ethoxy]ethoxy]ethoxy]ethoxy]ethoxy]ethoxy]ethanol